3-(3-hydroxypropyl)imidazolium OCCC[N+]1=CNC=C1